C(C1=CC=CC=C1)NC(C1=CC(=CC(=C1)C)C)=O N-benzyl-3,5-dimethylbenzamide